4-(furan-2-yl)-6-[5-methoxy-2-(pyridin-4-ylmethyl)-1,3-benzodiazol-1-yl]pyrimidin-2-amine O1C(=CC=C1)C1=NC(=NC(=C1)N1C(=NC2=C1C=CC(=C2)OC)CC2=CC=NC=C2)N